ClCC1=C2C(=NC(=C1)C(=O)NC=1C=NC=C(C1)C1(CC(C1)C)C1=NN=CN1C)C(CC2)(F)F 4-(chloromethyl)-7,7-difluoro-N-(5-((1s,3s)-3-methyl-1-(4-methyl-4H-1,2,4-triazol-3-yl)cyclobutyl)pyridin-3-yl)-6,7-dihydro-5H-cyclopenta[b]pyridine-2-carboxamide